C(C)N1C=NC(C2=CC(=CC=C12)N)=O 1-ethyl-6-amino-4(1H)-quinazolinone